(1R,3S)-3-(3-{[(3-methyl-1,2-oxazol-5-yl)acetyl]amino}-1H-pyrazol-5-yl)cyclopentyl 3,3-dimethylmorpholine-4-carboxylate CC1(N(CCOC1)C(=O)O[C@H]1C[C@H](CC1)C1=CC(=NN1)NC(CC1=CC(=NO1)C)=O)C